4-(2-fluorophenyl)-6-methoxypyrimidine FC1=C(C=CC=C1)C1=NC=NC(=C1)OC